isopropyl 4-[5-[2-(tert-butylsulfamoyl)-4-(2-pyridylmethylcarbamoylamino)phenyl]thiazol-2-yl]piperidine-1-carboxylate C(C)(C)(C)NS(=O)(=O)C1=C(C=CC(=C1)NC(NCC1=NC=CC=C1)=O)C1=CN=C(S1)C1CCN(CC1)C(=O)OC(C)C